N-[(3S,4S)-1-ethyl-3-fluoro-4-piperidyl]-6-{3-[4-(N-methylcarbamoyl)-5-fluoro-2-anisidino]-1-propynyl}-1-(2,2,2-trifluoroethyl)-1H-benzo[d]imidazole-4-carboxamide C(C)N1C[C@@H]([C@H](CC1)NC(=O)C1=CC(=CC=2N(C=NC21)CC(F)(F)F)C#CCNC=2C(OC)=CC(=C(C2)C(NC)=O)F)F